1-cyclopropyl-4-nitro-1H-pyrazole-3-carboxylic acid methyl ester COC(=O)C1=NN(C=C1[N+](=O)[O-])C1CC1